tri-butyl-ammonium tetrakis(pentafluorophenyl)borate FC1=C(C(=C(C(=C1[B-](C1=C(C(=C(C(=C1F)F)F)F)F)(C1=C(C(=C(C(=C1F)F)F)F)F)C1=C(C(=C(C(=C1F)F)F)F)F)F)F)F)F.C(CCC)[NH+](CCCC)CCCC